methyl 3-((2-amino-5-(methylcarbamoyl) phenyl) amino)-4,4-dimethylvalerate NC1=C(C=C(C=C1)C(NC)=O)NC(CC(=O)OC)C(C)(C)C